CC(C)C1=NN=CO1 5-(propan-2-yl)-1,3,4-oxadiazole